C(CCCCCCC)[N+](=CCCCCCCC)[O-] N-octyl-α-heptyl-nitrone